2-((5,6-dimethyl-6H-pyrido[4,3-b]carbazol-10-yl)oxy)-N,N-dimethylethanamine CC1=C2C(=CC=3C=4C(=CC=CC4N(C13)C)OCCN(C)C)C=NC=C2